N-[(1s,4s)-4-{[2-(trifluoromethyl)imidazo[1,2-a]pyridin-5-yl]amino}cyclohexyl]imidazo[1,5-a]pyridine-6-carboxamide FC(C=1N=C2N(C(=CC=C2)NC2CCC(CC2)NC(=O)C=2C=CC=3N(C2)C=NC3)C1)(F)F